((2-chloro-4-((5-cyclopropyl-3-(2,6-dichlorophenyl)isoxazol-4-yl)methoxy)phenyl)ethynyl)picolinic acid methyl ester COC(C1=NC=CC=C1C#CC1=C(C=C(C=C1)OCC=1C(=NOC1C1CC1)C1=C(C=CC=C1Cl)Cl)Cl)=O